1-(4-(5-ethoxypenta-1,3-diyn-1-yl)phenyl)-N-methylethan-1-amine C(C)OCC#CC#CC1=CC=C(C=C1)C(C)NC